OOOO hydroxylperoxide